2,2,2-Trifluoro-1-((2S)-4-((4-methoxybenzyl)amino)-2-phenylpiperidin-1-yl)ethan-1-one FC(C(=O)N1[C@@H](CC(CC1)NCC1=CC=C(C=C1)OC)C1=CC=CC=C1)(F)F